6-(4-Acetyl-2-oxo-piperazin-1-yl)-2-[(2R)-3-(3,4-dihydro-1H-isochinolin-2-yl)-2-hydroxypropyl]-3,4-dihydroisochinolin-1-on C(C)(=O)N1CC(N(CC1)C=1C=C2CCN(C(C2=CC1)=O)C[C@@H](CN1CC2=CC=CC=C2CC1)O)=O